C1(=CC=C(C=C1)N1C=2C=CC=CC2NC2=CC=CC=C12)C 5-(p-tolyl)-5,10-dihydrophenazine